7-((tert-butyldimethylsilyl)oxy)-4-carboxy-6,7-dihydro-5H-cyclopenta[b]pyridine 1-oxide [Si](C)(C)(C(C)(C)C)OC1CCC=2C1=[N+](C=CC2C(=O)O)[O-]